C(CCCCCCCCCCCCCCCCC)(=O)OC1CC(NC(C1)(C)C)(C)C 2,2,6,6-tetramethylpiperidin-4-yl stearate